Methyl 5-((3,4,5-trifluorophenyl)carbamoyl)-4,5,6,7-tetrahydropyrazolo[1,5-a]pyrazine-3-carboxylate FC=1C=C(C=C(C1F)F)NC(=O)N1CC=2N(CC1)N=CC2C(=O)OC